The molecule is an organic cation obtained by protonation of the tertiary amino group of Ro 48-8071. It is an ammonium ion derivative and an organic cation. It is a conjugate acid of a Ro 48-8071. C[NH+](CCCCCCOC1=CC(=C(C=C1)C(=O)C2=CC=C(C=C2)Br)F)CC=C